methyl-3-[(benzo[d][1,3]dioxol-4-yl)oxy]-3-[4-(3-morpholinopropoxy)phenyl]propanamine oxalate C(C(=O)O)(=O)O.CC(CC(C1=CC=C(C=C1)OCCCN1CCOCC1)OC1=CC=CC=2OCOC21)N